isopropyl-7-methyl-1,6,9,12-tetraazabicyclo[11.3.1]heptadecane C(C)(C)C1N2CCCC(NCCNCC(NCCC1)C)C2